[2-[4-fluoro-2-[[3-methyl-1-(2-methylpropyl)pyrazol-4-yl]methyl]phenyl]pyrimidin-5-yl]methanamine FC1=CC(=C(C=C1)C1=NC=C(C=N1)CN)CC=1C(=NN(C1)CC(C)C)C